FC(C1=NC=CC(=C1CO)OC)F [2-(difluoromethyl)-4-methoxypyridin-3-yl]methanol